2-(1-methyl-1H-pyrazol-4-yl)-1-oxo-1,2,3,4-tetrahydroisoquinoline-7-carboxamide CN1N=CC(=C1)N1C(C2=CC(=CC=C2CC1)C(=O)N)=O